(1r,4r)-N1,N1-dimethylcyclohexane-1,4-diamine CN(C)C1CCC(CC1)N